O=C(CON=CCC)N1CCN(CC1)C1=NC=C(C=C1)C(F)(F)F propionaldehyde O-(2-oxo-2-(4-(5-(trifluoromethyl)pyridine-2-yl)piperazin-1-yl)ethyl)oxime